1-(1-methyl-1H-imidazol-2-yl)azetidin-3-ol CN1C(=NC=C1)N1CC(C1)O